5-chloro-N2-(4-((2R,6S)-2,6-dicyclopropyl-1-methyl-1,2,3,6-tetrahydropyridin-4-yl)-2-isopropoxy-5-methyl-phenyl)-N4-(2-(isopropylsulfonyl)phenyl)pyrimidine-2,4-diamine ClC=1C(=NC(=NC1)NC1=C(C=C(C(=C1)C)C=1C[C@@H](N([C@H](C1)C1CC1)C)C1CC1)OC(C)C)NC1=C(C=CC=C1)S(=O)(=O)C(C)C